4-[(4-fluoro-2-methoxy-5-nitrophenyl)methyl]-2,3-dihydro-1,4-benzoxazine tert-butyl-[2-(2-{2-[2-(2-sulfamoylphenoxy)ethoxy]ethoxy}ethoxy)ethyl]carbamate C(C)(C)(C)N(C(O)=O)CCOCCOCCOCCOC1=C(C=CC=C1)S(N)(=O)=O.FC1=CC(=C(C=C1[N+](=O)[O-])CN1CCOC2=C1C=CC=C2)OC